6-Chloro-4-((3-chloro-2-fluorophenyl)amino)-1,5-naphthyridine-3-carbonitrile ClC=1N=C2C(=C(C=NC2=CC1)C#N)NC1=C(C(=CC=C1)Cl)F